Methyl 2-(4-(ethoxycarbonylmethyl)-2,5-dihydroxybenzamido)benzoat C(C)OC(=O)CC1=CC(=C(C(=O)NC2=C(C(=O)OC)C=CC=C2)C=C1O)O